C1(=CC=CC=C1)C=1C=C(N(N1)C=1SC=C(N1)C1=CC=CC=C1)O 5-phenyl-2-(4-phenylthiazol-2-yl)pyrazol-3-ol